N1=CN=CC(=C1)C1=CNC2=NC=CC(=C21)N2C[C@H](CC2)N (3S)-1-(3-pyrimidin-5-yl-1H-pyrrolo[2,3-b]pyridin-4-yl)pyrrolidin-3-amine